ClC1=C(C(=O)NC2=C(C(=C(C=C2)F)NC(C(C)C)=O)F)C=C(C=C1)NC(=O)[C@@H]1C([C@H]1C1=CC(=C(C=C1)F)C(F)(F)F)(Cl)Cl 2-Chloro-5-((1R,3R)-2,2-dichloro-3-(4-fluoro-3-(trifluoromethyl)phenyl)cyclopropane-1-carboxamido)-N-(2,4-difluoro-3-isobutyrylaminophenyl)benzamide